8-(8-fluoro-4-(4-((Z)-2-fluoro-3-(pyridin-2-yl)acryloyl)piperazin-1-yl)-2-(((2R,7aS)-2-fluorotetrahydro-1H-pyrrolizin-7a(5H)-yl)methoxy)pyrido[4,3-d]pyrimidin-7-yl)-1-naphthonitrile FC1=C(N=CC2=C1N=C(N=C2N2CCN(CC2)C(/C(=C/C2=NC=CC=C2)/F)=O)OC[C@]21CCCN1C[C@@H](C2)F)C=2C=CC=C1C=CC=C(C21)C#N